chloro-N-[4-(4-{[(3S,4R)-1-(2,2-difluoroethyl)-3-fluoropiperidin-4-yl]oxy}-3-methyl-1H-pyrazolo[3,4-d]pyrimidin-6-yl)phenyl]-2-fluorobenzenesulfonamide ClC=1C(=C(C=CC1)S(=O)(=O)NC1=CC=C(C=C1)C1=NC(=C2C(=N1)NN=C2C)O[C@H]2[C@H](CN(CC2)CC(F)F)F)F